ClC1=C(C=C(C=N1)S(=O)(=O)Cl)C(F)(F)F 6-chloro-5-(trifluoromethyl)pyridine-3-sulfonyl chloride